C(#N)[C@@H](C[C@@H]1C(NCC1)=O)NC(=O)[C@H]1N([C@@H]2CC([C@H]1CC2)(F)F)C([C@H](CC2CC2)NC=2C=NC=C(C2)C)=O (1S,3S,4S)-N-((R)-1-cyano-2-((R)-2-oxopyrrolidin-3-yl)ethyl)-2-((S)-3-cyclopropyl-2-((5-methylpyridin-3-yl)amino)propanoyl)-5,5-difluoro-2-azabicyclo[2.2.2]octane-3-carboxamide